C(C=C)OC1=CC=C(C=C1)/C=C(/C(=O)NC1=CC=C(C(=O)OC)C=C1)\C (E)-Methyl 4-(3-(4-(allyloxy)phenyl)-2-methylacrylamido)benzoate